4-(1-adamantyl)benzaldehyde C12(CC3CC(CC(C1)C3)C2)C2=CC=C(C=O)C=C2